salicylic acid iodine [I].C(C=1C(O)=CC=CC1)(=O)O